(1-(5-((3-ethoxyphenyl)thio)pyrazin-2-yl)piperidin-4-yl)methylamine C(C)OC=1C=C(C=CC1)SC=1N=CC(=NC1)N1CCC(CC1)CN